7-(1,4-Dioxaspiro[4.5]decan-8-yl)imidazo[5,1-f][1,2,4]triazin-4(3H)-one O1CCOC12CCC(CC2)C2=NC=C1C(NC=NN12)=O